(2S,6R)-4-(3-(1H-pyrazolo[3,4-b]pyridin-5-yl)imidazo[1,2-b]pyridazin-6-yl)-2,6-dimethylmorpholine N1N=CC=2C1=NC=C(C2)C2=CN=C1N2N=C(C=C1)N1C[C@@H](O[C@@H](C1)C)C